(1R,2S)-2-{3-[(5-ethyl-2-methylpyrimidin-4-yl)amino]-1H-indazol-6-yl}-5'-methoxyspiro[cyclopropane-1,3'-indol]-2'(1H)-one C(C)C=1C(=NC(=NC1)C)NC1=NNC2=CC(=CC=C12)[C@@H]1C[C@@]12C(NC1=CC=C(C=C21)OC)=O